tripalmityl phosphate P(=O)(OCCCCCCCCCCCCCCCC)(OCCCCCCCCCCCCCCCC)OCCCCCCCCCCCCCCCC